3,6-dimethyl-8-(1-((2-(S-methylsulfonimidoyl)phenyl)amino)ethyl)-2-morpholinoquinazolin-4(3H)-one CN1C(=NC2=C(C=C(C=C2C1=O)C)C(C)NC1=C(C=CC=C1)S(=O)(=N)C)N1CCOCC1